2-(3-Chlorophenyl)-2-methylpropyl ((S)-1-(((S)-1-hydroxy-3-((S)-2-oxopyrrolidin-3-yl)propan-2-yl)amino)-4-methyl-1-oxopentan-2-yl)carbamate OC[C@H](C[C@H]1C(NCC1)=O)NC([C@H](CC(C)C)NC(OCC(C)(C)C1=CC(=CC=C1)Cl)=O)=O